1-[(5-Methoxy-3-pyridyl)methyl]-6-[3-(trifluoromethyl)phenyl]pyrazolo[4,3-b]pyridine COC=1C=C(C=NC1)CN1N=CC2=NC=C(C=C21)C2=CC(=CC=C2)C(F)(F)F